6-(5H-Imidazo[5,1-a]isoindol-5-yl)-5,6,7,8-tetrahydrochinolin-5-ol C=1N=CN2C1C1=CC=CC=C1C2C2C(C=1C=CC=NC1CC2)O